ClC1=CC=C(S1)CNC1=CC(=NN1)C1CCN(CC1)CC1=NC=CC=C1 N-[(5-chlorothiophen-2-yl)methyl]-3-[1-(pyridin-2-ylmethyl)piperidin-4-yl]-1H-pyrazol-5-amine